FC=1C=C(C=CC1F)C1(CC1)C=1NC(C2=C(N1)CCNC2)=O 2-(1-(3,4-difluorophenyl)cyclopropyl)-5,6,7,8-tetrahydropyrido[4,3-d]pyrimidin-4(3H)-one